C(CC1=CC=CC=C1)NC=1C2=C(N=CN1)OC(=C2C2=CC=CC=C2)C2=CC=C(C=C2)OCCN2CCCC2 N-phenethyl-5-phenyl-6-(4-(2-(pyrrolidin-1-yl)ethoxy)phenyl)furo[2,3-d]pyrimidin-4-amine